(S)-6-(((1-(bicyclo[1.1.1]pentan-1-yl)-5-methoxy-1H-1,2,3-triazol-4-yl)(6-fluoro-2-methylpyridin-3-yl)methyl)amino)-8-chloro-4-(neopentylamino)quinoline-3-carbonitrile C12(CC(C1)C2)N2N=NC(=C2OC)[C@H](C=2C(=NC(=CC2)F)C)NC=2C=C1C(=C(C=NC1=C(C2)Cl)C#N)NCC(C)(C)C